2-bromo-2-(Bromomethyl)pentanedinitrile BrC(C#N)(CCC#N)CBr